2-(3-(9H-carbazol-9-yl)-2-(methoxymethoxy)-5-methylphenyl)acetaldehyde C1=CC=CC=2C3=CC=CC=C3N(C12)C=1C(=C(C=C(C1)C)CC=O)OCOC